1-phenyl-2-(triphenyl-λ5-phosphanylidene)ethan-1-one C1(=CC=CC=C1)C(C=P(C1=CC=CC=C1)(C1=CC=CC=C1)C1=CC=CC=C1)=O